C=[Fe] carbene-iron